N-(2-chlorophenyl)-4-((2-((4-(((1-(2-(4-(4-(2,6-dioxopiperidin-3-yl)phenyl)piperazin-1-yl)ethyl)piperidin-4-yl)(methyl)amino)methyl)phenyl)amino)-5-fluoropyrimidin-4-yl)amino)benzamide ClC1=C(C=CC=C1)NC(C1=CC=C(C=C1)NC1=NC(=NC=C1F)NC1=CC=C(C=C1)CN(C)C1CCN(CC1)CCN1CCN(CC1)C1=CC=C(C=C1)C1C(NC(CC1)=O)=O)=O